ON(C[C@H](C1=NN(C(=C1)C(F)(F)F)C)C(C(=O)OCC)C(=O)OCC)O diethyl 2-[(1R)-2-(dihydroxyamino)-1-[1-methyl-5-(trifluoro-methyl)pyrazol-3-yl] ethyl]propanedioate